2-[[6-chloro-3-[(1-methyl-4-piperidinyl)sulfamoyl]-4-quinolinyl]amino]benzoic acid ClC=1C=C2C(=C(C=NC2=CC1)S(NC1CCN(CC1)C)(=O)=O)NC1=C(C(=O)O)C=CC=C1